ClC=1C=NC(=C(C(=O)NC2CCC(CC2)CN2C(N(C3=C2C=CC=C3)C3=CC2=C(C(=NO2)C(=O)NCCO)C=C3)=O)C1)C 6-(3-(((1r,4r)-4-(5-chloro-2-methylnicotinamido)cyclohexyl)methyl)-2-oxo-2,3-dihydro-1H-benzo[d]imidazol-1-yl)-N-(2-hydroxyethyl)benzo[d]isoxazole-3-carboxamide